N-3-carboxypropyl-octadecylamine sodium salt [Na+].C(=O)([O-])CCCNCCCCCCCCCCCCCCCCCC